(6S,7S)-6-((2-methoxy-[1,1'-biphenyl]-3-yl)methyl)-7-(methylsulfonamido)-N-propyl-5-azaspiro[2.4]heptane-5-carboxamide COC1=C(C=CC=C1C[C@@H]1N(CC2(CC2)[C@@H]1NS(=O)(=O)C)C(=O)NCCC)C1=CC=CC=C1